BrC1=CC=C2CCC(C2=C1)N 6-Bromo-2,3-dihydro-1H-inden-1-amine